Cl.Cl.N1(CCCC1)C1=NC(=CC(=N1)N1CCN(CC1)CC1(OC2=C(CC1)C(=C(C(=C2C)C)O)C)C)N2CCCC2 ((-)-2-((4-(2,6-di-1-pyrrolidinyl-4-pyrimidinyl)-1-piperazinyl)methyl)-3,4-dihydro-2,5,7,8-tetramethyl-2H-1-benzopyran-6-ol) 2HCl